C(C)N1C(=CC=C1)C(CCC=1C=C(C=CC1)C)=O 1-(N-ethyl-pyrrol-2-yl)-3-(m-tolyl)propan-1-one